FC(OC=1C=C(C=CC1F)C1=CN=CC(=N1)CN1CCC2(CC2)OC1=O)F 6-[[6-[3-(Difluoromethoxy)-4-fluoro-phenyl]pyrazin-2-yl]methyl]-8-oxa-6-azaspiro[2.5]octan-7-one